4-[3-[tert-butyl(dimethyl)silyl]oxyprop-1-ynyl]-N-[(2,4-dimethoxyphenyl)methyl]-1-methyl-pyrazolo[4,3-c]pyridine-6-carboxamide [Si](C)(C)(C(C)(C)C)OCC#CC1=NC(=CC2=C1C=NN2C)C(=O)NCC2=C(C=C(C=C2)OC)OC